[Cl-].CN1CN(C=C1)CC1=CC=C(C=C1)C=C 1-methyl-3-(4-vinylbenzyl)imidazole chloride salt